BrC1=NC2=C(N1C1=CC=CC3=CC=CC=C13)C=CC=C2 2-bromo-1-(naphthalen-1-yl)-1H-benzimidazole